S1(N=C2C3=C1C=CC=C3C(C=C2)=O)(=O)=O 5H-naphtho[1,8-cd]isothiazol-5-one 1,1-dioxide